5-bromo-2-(1,1-difluoroethyl)thiazole BrC1=CN=C(S1)C(C)(F)F